tert-butyl ((S)-1-((2S,4R)-2-(((R)-1-(2',6-difluoro-[1,1'-biphenyl]-4-yl)-2-hydroxyethyl)carbamoyl)-4-hydroxypyrrolidin-1-yl)-3,3-dimethyl-1-oxobutan-2-yl)carbamate FC1=C(C=CC=C1)C1=CC=C(C=C1F)[C@H](CO)NC(=O)[C@H]1N(C[C@@H](C1)O)C([C@H](C(C)(C)C)NC(OC(C)(C)C)=O)=O